C(C)(=O)N1CCC(CC1)OCC1=CC=C(C=C1)NC(OCC1=CC=C(C=C1)Cl)=O 4-chlorobenzyl (4-(((1-acetylpiperidin-4-yl)oxy)methyl)phenyl)carbamate